N[C@@H](CC(=O)O)C(=O)O.C(C)(=O)N1CC2(C1)CCN(CC2)C(=O)[C@@H](CCCCN)NC([C@@H](CC(C)C)NC([C@@H](CC2=CC=CC=C2)N)=O)=O (2R)-N-[(1R)-1-(2-acetyl-2,7-diazaspiro[3.5]nonane-7-carbonyl)-5-amino-pentyl]-2-[[(2R)-2-amino-3-phenyl-propionyl]amino]-4-methyl-pentanamide aspartate